C(=O)O.O[C@H]1C[C@H](CC1)N1N=C(C(=C1)NC(=O)C=1N=C(SC1)C=1C=NNC1)C1=NC=CC=C1 N-(1-((1S,3R)-3-hydroxycyclopentyl)-3-(pyridin-2-yl)-1H-pyrazol-4-yl)-2-(1H-pyrazol-4-yl)thiazole-4-carboxamide formate